C(C)(C)(C)C1=CC=C(C=C1)C(C(=O)NCC1=CC=C2C=C(C(=NC2=C1)C)C1C(NC(CC1)=O)=O)=O 2-(4-(tert-butyl)phenyl)-N-((3-(2,6-dioxopiperidin-3-yl)-2-methylquinolin-7-yl)methyl)-2-oxoacetamide